tert-Butyl 2-(5-amino-6-(2-chloro-5-fluorophenoxy)pyridin-2-yl)hydrazine-1-carboxylate NC=1C=CC(=NC1OC1=C(C=CC(=C1)F)Cl)NNC(=O)OC(C)(C)C